CC1CCC(O1)=O 5-methyl-oxolan-2-one